1,4-bis(oxiran-2-ylmethoxy)butane O1C(C1)COCCCCOCC1OC1